C(C)(C)C1=NC=NC=C1C=1N=CC2=C(N1)C(=CN2C)CC2=CC=C(C=C2)C=2N(C=C(N2)C(F)(F)F)C 2-(4-isopropylpyrimidin-5-yl)-5-methyl-7-(4-(1-methyl-4-(trifluoromethyl)-1H-imidazol-2-yl)benzyl)-5H-pyrrolo[3,2-d]pyrimidine